ClC=1C(=C(C=CC1)N1CCN(CC1)C(CN1N=C(C2=C1C[C@@H]1[C@H]2C1)C(=O)OCC)=O)C (3bR,4aR)-ethyl 1-(2-(4-(3-chloro-2-methylphenyl)piperazin-1-yl)-2-oxoethyl)-3b,4,4a,5-tetrahydro-1H-cyclopropa[3,4]cyclopenta[1,2-c]pyrazole-3-carboxylate